CC(C)(C)C1=CC(=CC=C1O)C 6-(1,1-dimethylethyl)-4-methyl-phenol